perdeuteroacetone [2H]C(C(=O)C([2H])([2H])[2H])([2H])[2H]